C(#C)C=1C=CC=2NC3=CC=C(C=C3C2C1)C#C 3,6-diethynyl-carbazole